C(C)(=O)C1=CC=C(C=C1)N(C(OC(C)(C)C)=O)CCF tert-butyl (4-acetylphenyl)(2-fluoroethyl)carbamate